(S)-3-amino-N-(2-hydroxy-2-methylpropyloxy)-5-methyl-4-oxo-2,3,4,5-tetrahydrobenzo[b][1,4]oxazepin-7-carboxamide hydrochloride Cl.N[C@@H]1C(N(C2=C(OC1)C=CC(=C2)C(=O)NOCC(C)(C)O)C)=O